C(C)C1=NC=2C(=NC(=CC2C)C)N1CC1=CC=C(C=C1)C1=C(C=CC(=C1)OC1=C(C=CC=C1)F)C1=NN=NN1 2-ethyl-3-((5'-(2-fluorophenoxy)-2'-(1H-tetrazol-5-yl)-[1,1'-biphenyl]-4-yl)methyl)-5,7-dimethyl-3H-imidazo[4,5-b]pyridine